C(C(=C)C)(=O)OCCCCCCCCBr bromooctyl methacrylate